C1(CC1)C1=C(C(=NO1)C1=C(C=CC=C1)C(F)(F)F)C1=CC2(C1)CCN(CC2)C2=NC1=CC=C(C=C1N=C2)C(=O)O 2-(2-(5-cyclopropyl-3-(2-(trifluoromethyl)phenyl)isoxazol-4-yl)-7-azaspiro[3.5]non-1-en-7-yl)quinoxaline-6-carboxylic acid